1-(6-chloro-8-fluoro-4-((S)-2-methylpiperazin-1-yl)-2-(((S)-1-methylpyrrolidin-2-yl)methoxy)quinazolin-7-yl)-4-fluoroisoquinolin-3-amine ClC=1C=C2C(=NC(=NC2=C(C1C1=NC(=C(C2=CC=CC=C12)F)N)F)OC[C@H]1N(CCC1)C)N1[C@H](CNCC1)C